4-cyano-N-[(1s,4s)-4-{[2-(trifluoromethyl)quinolin-4-yl]amino}cyclohexyl]thiophene-2-carboxamide C(#N)C=1C=C(SC1)C(=O)NC1CCC(CC1)NC1=CC(=NC2=CC=CC=C12)C(F)(F)F